CC[C@@H](C)CCCCC(=O)N[C@@H](CCNCS(=O)(=O)[O-])C(=O)N[C@@H]([C@@H](C)O)C(=O)N[C@@H](CCNCS(=O)(=O)[O-])C(=O)N[C@H]1CCNC(=O)[C@@H](NC(=O)[C@@H](NC(=O)[C@@H](NC(=O)[C@@H](NC(=O)[C@H](NC(=O)[C@@H](NC1=O)CCNCS(=O)(=O)[O-])CC(C)C)CC(C)C)CCNCS(=O)(=O)[O-])CCNCS(=O)(=O)[O-])[C@@H](C)O.[Na+].[Na+].[Na+].[Na+].[Na+] The molecule is colistin A in which each of the primary amino groups is converted into the corresponding aminomethanesulfonic acid sodium salt, commonly by treatment with formaldehyde followed by sodium bisulfite. It is an organic sodium salt, a polymyxin and a peptide antibiotic. It contains a colistimethate A(5-). It derives from a colistin A.